4-(7-amino-3-(piperidin-4-yl)-1H-pyrazolo[4,3-d]pyrimidin-1-yl)-N-(4-(trifluoromethyl)pyridin-2-yl)benzamide NC=1C2=C(N=CN1)C(=NN2C2=CC=C(C(=O)NC1=NC=CC(=C1)C(F)(F)F)C=C2)C2CCNCC2